(5-cyclopropyl-isoxazol-3-yl)(4-fluorophenyl)methanol C1(CC1)C1=CC(=NO1)C(O)C1=CC=C(C=C1)F